ClC1=CC=C(C=C1)C=1N=C2N(C=CC=C2)C1CN1CC2N(C(C1)C2)C(=O)C2CCC2 (3-{[2-(4-Chlorophenyl)imidazo[1,2-a]pyridin-3-yl]methyl}-3,6-diazabicyclo[3.1.1]hept-6-yl)-(cyclobutyl)methanon